BrCC=1C(=NC=NC1)NC1C(NC(CC1)=O)=O 3-((5-(bromomethyl)pyrimidin-4-yl)amino)piperidine-2,6-dione